C1(CC1)COC1=CC(=C(C=C1)C1=CC(=CN1S(=O)(=O)C1=CC(=CC=C1)[N+](=O)[O-])CN(C(OC(C)(C)C)=O)C)F tert-butyl N-({5-[4-(cyclopropylmethoxy)-2-fluorophenyl]-1-(3-nitrobenzenesulfonyl)-1H-pyrrol-3-yl} methyl)-N-methylcarbamate